tert-butyl (4-methyl-1-(5-((2-(trifluoromethyl)pyridin-3-yl)thio)-1-((2-(trimethylsilyl)ethoxy)methyl)-1H-imidazo[4,5-b]pyrazin-2-yl)piperidin-4-yl)carbamate CC1(CCN(CC1)C1=NC=2C(=NC=C(N2)SC=2C(=NC=CC2)C(F)(F)F)N1COCC[Si](C)(C)C)NC(OC(C)(C)C)=O